4-(4-methoxybenzyl)-1-(pyrrolidin-1-ylmethyl)-[1,2,4]triazolo[4,3-a]quinazolin-5(4H)-one COC1=CC=C(CN2C=3N(C4=CC=CC=C4C2=O)C(=NN3)CN3CCCC3)C=C1